Diphenylphosphinylhydroxylamine C1(=CC=CC=C1)P(=O)(C1=CC=CC=C1)NO